(R)-tert-butyl (1-(5,6,7,8-tetrahydro-[1,2,4]triazolo[4,3-a]pyridin-3-yl)piperidin-3-yl)carbamate N=1N=C(N2C1CCCC2)N2C[C@@H](CCC2)NC(OC(C)(C)C)=O